(1R,3S)-chrysanthemic acid CC(=C[C@H]1[C@H](C1(C)C)C(=O)O)C